C(C)SC=1C(=CC2=C(N(C(N2CSC)=O)C)C1)C1=NC=2C(=NC=C(C2)C(F)(F)F)N1C 6-ethylsulfanyl-1-methyl-3-(methylsulfanylmethyl)-5-[3-methyl-6-(trifluoromethyl)imidazo[4,5-b]pyridin-2-yl]benzimidazol-2-one